benzimidazolo[2,1-a]isoquinolin-6(5H)-one C1=CC=CC=2CC(N3C(C12)=NC1=C3C=CC=C1)=O